2-(4-tert-butylphenyl)-4,6-diphenyl-1,3,5-triazine C(C)(C)(C)C1=CC=C(C=C1)C1=NC(=NC(=N1)C1=CC=CC=C1)C1=CC=CC=C1